Tert-butyl 2-(7-fluoro-2-(4-(5-fluoro-3-methoxypyridin-2-yl)piperazine-1-carbonyl)-6-(4,4,5,5-tetramethyl-1,3,2-dioxaborolan-2-yl)-1H-indol-4-yl)piperidine-1-carboxylate FC=1C(=CC(=C2C=C(NC12)C(=O)N1CCN(CC1)C1=NC=C(C=C1OC)F)C1N(CCCC1)C(=O)OC(C)(C)C)B1OC(C(O1)(C)C)(C)C